The molecule is a quaternary ammonium salt resulting from the reaction of the amino group of anisotropine with methyl bromide. It has a role as an anti-ulcer drug, a muscarinic antagonist and a parasympatholytic. It is an organic bromide salt and a quaternary ammonium salt. CCCC(CCC)C(=O)OC1CC2CCC(C1)[N+]2(C)C.[Br-]